2-(4-chloro-3-fluorophenoxy)-N-(3-{[4-(1,3-dimethyl-1H-pyrazol-4-yl)pyrimidin-2-yl]amino}bicyclo[1.1.1]pent-1-yl)acetamide ClC1=C(C=C(OCC(=O)NC23CC(C2)(C3)NC3=NC=CC(=N3)C=3C(=NN(C3)C)C)C=C1)F